FC=1C=C(C=C(C1CNCC(C)(C)O)OC)C=1C(=C(C=CC1)C1=C(C(=CC=C1)NC(=O)C=1C(N(C(NC1)=O)C)=O)C)C N-(3''-fluoro-4''-(((2-hydroxy-2-methylpropyl)amino)methyl)-5''-methoxy-2,2'-dimethyl-[1,1':3',1''-terphenyl]-3-yl)-3-methyl-2,4-dioxo-1,2,3,4-tetrahydropyrimidine-5-carboxamide